COC1=CC=C(CN2C(C=3N(CC2)C(=CC3)CCOCCC(N3CCN(CC3)C3=NC=C(C=N3)C(F)(F)F)=O)=O)C=C1 2-(4-methoxybenzyl)-6-(2-(3-oxo-3-(4-(5-(trifluoromethyl)pyrimidin-2-yl)piperazin-1-yl)propoxy)ethyl)-3,4-dihydropyrrolo[1,2-a]pyrazin-1(2H)-one